7-fluoro-6-(4,4,5,5-tetramethyl-1,3,2-dioxaborolan-2-yl)-3,4-dihydro-1H-pyrrolo[2,1-c][1,4]oxazine FC=1C=C2COCCN2C1B1OC(C(O1)(C)C)(C)C